ethyl 2-tert-butyl-1,3-oxazole-4-carboxylate C(C)(C)(C)C=1OC=C(N1)C(=O)OCC